2-amino-l-1,11-difluorooctadecane-3,5-diol N[C@@H](CF)C(CC(CCCCCC(CCCCCCC)F)O)O